ClC=1C=C2CCC[C@]3(C2=CC1)CN(C1=C(OC3)C=CC(=C1)C(=O)OC)C[C@H]1[C@@H](CC1)[C@H](C=C)OC methyl (S)-6'-chloro-5-(((1R,2R)-2-((S)-1-methoxyallyl)cyclobutyl)methyl)-3',4,4',5-tetrahydro-2H,2'H-spiro[benzo[b][1,4]oxazepine-3,1'-naphthalene]-7-carboxylate